5-Chloro-6-cyclopropyl-2-(4,4-difluoroazepan-1-yl)-N-(2-sulfamoylpyridin-4-yl)nicotinamide ClC=1C(=NC(=C(C(=O)NC2=CC(=NC=C2)S(N)(=O)=O)C1)N1CCC(CCC1)(F)F)C1CC1